S1C(=CC=C1)C1=C2CCC(C2=C(C=2CCC(C12)=O)C=1SC=CC1)=O 4,8-bis(2-thienyl)-2,3,6,7-tetrahydro-s-indacene-1,5-dione